(n-pentyl) (2-ethylhexyl) isophthalate C(C1=CC(C(=O)OCC(CCCC)CC)=CC=C1)(=O)OCCCCC